C(CCC)C=1N=NN(C1)CC1=C(N=NN1C)C1=CC=C(C(=N1)CC)O[C@@H]1C[C@H](CCC1)C(=O)O (1S,3S)-3-((6-(5-((4-butyl-1H-1,2,3-triazol-1-yl)methyl)-1-methyl-1H-1,2,3-triazol-4-yl)-2-ethylpyridin-3-yl)oxy)cyclohexane-1-carboxylic acid